cyclopentyl-potassium fluoroborate salt F[B-](F)(F)F.C1(CCCC1)[K]